N-(3-fluoro-4-(4-(5-fluoropyrimidin-2-yl)piperazin-1-yl)phenyl)-2-(5-methyl-3-phenylthiophen-2-yl)-2-oxoacetamide FC=1C=C(C=CC1N1CCN(CC1)C1=NC=C(C=N1)F)NC(C(=O)C=1SC(=CC1C1=CC=CC=C1)C)=O